2-isopropyl-8-(5-(trimethylgermyl)pyridin-2-yl)benzofuro[2,3-B]pyridine C(C)(C)C1=CC=C2C(=N1)OC1=C2C=CC=C1C1=NC=C(C=C1)[Ge](C)(C)C